hydroxyethyl-palmitoyl-imidazolinium OCC[N+]1(C=NCC1)C(CCCCCCCCCCCCCCC)=O